NC1=C(C=C(C=N1)C1=CC=C(C(=O)O)C=C1)OCC1=C(C=CC=C1F)F 4-[6-amino-5-(2,6-difluoro-benzyloxy)-pyridin-3-yl]-benzoic acid